P(O)(=O)(SP(=O)(O)O)OC[C@@H]1[C@H]([C@H]([C@@H](O1)N1C=NC=2C(=O)NC(N)=NC12)O)O guanosine 5'-(2-thiodiphosphate)